((2S,5S)-9-chloro-2,3-dihydro-2,5-methanopyrido[3,4-f][1,4]oxazepin-4(5H)-yl)(1-methylcyclobutyl)methanone ClC1=CN=CC=2[C@H]3N(C[C@@H](OC21)C3)C(=O)C3(CCC3)C